CN1C=C(C(C2=CC=CC=C12)=O)CN(CC1=CC(=NC=C1)C)[C@@H]1CN(CCC1)C=1C=NC(=CC1)C 1-methyl-3-({[(3s)-1-(6-methyl-pyridin-3-yl)piperidin-3-yl][(2-methylpyridin-4-yl)methyl]amino}methyl)-1,4-dihydroquinolin-4-one